2-[(Isopropoxycarbonyl)amino]-ethylmethacrylat C(C)(C)OC(=O)NCCOC(C(=C)C)=O